COC1=CC=C(C=C1)C(/C=C(/C=O)\C)(CC=C(C)C)C (E)-4-(4-methoxyphenyl)-2,4,7-trimethylocta-2,6-dienal